4-{[2-(4-chlorophenyl)-4,4-dimethylcyclohex-1-en-1-yl]methyl}piperazin-1-yl-2-(1H-pyrrolo[2,3-b]pyridin-5-yloxy)benzamide ClC1=CC=C(C=C1)C1=C(CCC(C1)(C)C)CN1CCN(CC1)C=1C(=C(C(=O)N)C=CC1)OC=1C=C2C(=NC1)NC=C2